(rac)-methyl 4-((3-(4-(((3R,4S)-3-fluoropiperidin-4-yl)amino)-1-(2,2,2-trifluoroethyl)-1H-indol-2-yl)prop-2-yn-1-yl)amino)-3-methoxybenzoate F[C@@H]1CNCC[C@@H]1NC1=C2C=C(N(C2=CC=C1)CC(F)(F)F)C#CCNC1=C(C=C(C(=O)OC)C=C1)OC |r|